2-fluoro-4-methyl-pyridine FC1=NC=CC(=C1)C